N[C@@H]1CN(CCC1)C1=CC(=NC=C1C1=CN=C(S1)C1CCN(CC1)C)NC1=NC(=NC=C1)C1=C(C=CC=C1OC)F (S)-N-(4-(3-aminopiperidin-1-yl)-5-(2-(1-methylpiperidin-4-yl)thiazol-5-yl)pyridin-2-yl)-2-(2-fluoro-6-methoxyphenyl)pyrimidin-4-amine